sodium 4-methoxyphenylpropionate COC1=CC=C(C=C1)OC(CC)=O.[Na]